C1(=CC(=CC=C1)C1=C(C(=NC(=C1C#N)NCC1=CC=CC=C1)N)C#N)C1=CC=CC=C1 4-([1,1'-biphenyl]-3-yl)-2-amino-6-(benzylamino)pyridine-3,5-dicarbonitrile